C(C1=CC=CC=C1)OC(=O)C=1C=C(C=CC1C)N1C[C@H]2N([C@@H](C1)C2)C(=O)OC(C)(C)C tert-butyl (1S,5R)-3-(3-benzyloxycarbonyl-4-methyl-phenyl)-3,6-diazabicyclo[3.1.1]heptane-6-carboxylate